6,7-dichloro-2-(5-(1,1-difluoro-2-methoxyethyl)-4H-1,2,4-triazol-3-yl)-3-(1H-pyrazol-4-yl)-1H-indole ClC1=CC=C2C(=C(NC2=C1Cl)C1=NN=C(N1)C(COC)(F)F)C=1C=NNC1